E-2-tert-butyl N-[5-[[2-[(2R,5S)-2-(3,4-difluorophenyl)-5-methyl-1-piperidyl]-2-oxo-acetyl]amino]-3-methyl-2-pyridyl]carbamate FC=1C=C(C=CC1F)[C@@H]1N(C[C@H](CC1)C)C(C(=O)NC=1C=C(C(=NC1)NC(OC(C)(C)C)=O)C)=O